N[C@H](C=O)CC (S,E)-2-aminobutyraldehyde